tert-Butyl (3S)-3-[(1R)-1-hydroxy-2-[[4-[[1-(4-pyridylmethyl)-4-piperidyl]oxy]benzoyl]amino]-ethyl]-7-[(4-methyloxazol-5-yl)methoxy]-3,4-dihydro-1H-isoquinoline-2-carboxylate O[C@H](CNC(C1=CC=C(C=C1)OC1CCN(CC1)CC1=CC=NC=C1)=O)[C@H]1N(CC2=CC(=CC=C2C1)OCC1=C(N=CO1)C)C(=O)OC(C)(C)C